4-((3-aminophenyl)amino)-8-isopropylpyrazolo[1,5-a][1,3,5]triazine NC=1C=C(C=CC1)NC1=NC=NC=2N1N=CC2C(C)C